1,6-bis(2,2,6,6-tetramethyl-4-piperidylamino)hexane benzyl-(3S,4R,5S)-3,4-dihydroxy-5-[(6-methoxy-6-oxo-hexanoyl)amino]piperidine-1-carboxylate C(C1=CC=CC=C1)OC(=O)N1C[C@@H]([C@@H]([C@H](C1)NC(CCCCC(=O)OC)=O)O)O.CC1(NC(CC(C1)NCCCCCCNC1CC(NC(C1)(C)C)(C)C)(C)C)C